6-(1H-imidazol-1-yl)-4-methoxy-N-(4-(2-methoxyethoxy)cyclohexyl)picolinamide N1(C=NC=C1)C1=CC(=CC(=N1)C(=O)NC1CCC(CC1)OCCOC)OC